2-cyclopropyl-4-(4,5-dichloro-2-[[2-(trimethylsilyl)ethoxy]methoxy]phenyl)pyridine C1(CC1)C1=NC=CC(=C1)C1=C(C=C(C(=C1)Cl)Cl)OCOCC[Si](C)(C)C